CC1=NC=CC=C1CC1CC2(CC(C2)NC(=O)N)C1 6-((2-methylpyridin-3-yl)methyl)spiro[3.3]hept-2-yl-urea